C(C)O[SiH](OCC)OCC.[F] monofluorine triethoxysilane